OC1=CC=C(C=C1)C1(C2=CC=CC=C2C=2C=CC=CC12)C1=CC=C(C=C1)O 9,9-Bis(4-hydroxyphenyl)fluorene